4-(5-Fluoro-6-methoxynaphthalen-2-yl)-4-oxobutanoic acid methyl ester COC(CCC(=O)C1=CC2=CC=C(C(=C2C=C1)F)OC)=O